C(C)(C)OC([C@H](CC(=O)OC(C)C)O)=O.C(#N)[C@@]1(COCC2=CC=C(C=C12)C(=O)NCC1=NC=CC(=C1)[C@H]1[C@@H](C1)C1=CC=CC=C1)C (4R)-4-cyano-4-methyl-N-[[4-[(1R,2R)-2-phenylcyclopropyl]-2-pyridyl]methyl]isochroman-6-carboxamide Diisopropyl-(S)-2-hydroxysuccinate